ClC1=CC(=C(C=C1)C1=NC(=CC=2N=C(N(C(C21)=O)C)C)N2C[C@@H](OCC2)C=2OC(=NN2)C)F (R)-5-(4-chloro-2-fluorophenyl)-2,3-dimethyl-7-(2-(5-methyl-1,3,4-oxadiazol-2-yl)morpholino)pyrido[4,3-d]pyrimidin-4(3H)-one